(2,6-dichloropyridin-4-yl)methyl (S)-2-amino-4-(2-oxo-1,2-dihydroquinolin-6-yl)butanoate hydrochloride Cl.N[C@H](C(=O)OCC1=CC(=NC(=C1)Cl)Cl)CCC=1C=C2C=CC(NC2=CC1)=O